1-(3-((4-Ethynyl-2-fluorophenyl)amino)pyridin-4-yl)phospholane 1-oxide C(#C)C1=CC(=C(C=C1)NC=1C=NC=CC1P1(CCCC1)=O)F